6-[[3-(2,2-difluoroethoxy)-5-fluoro-2-pyridyl]oxy]-N-(2,2-dimethyl-1,1-dioxo-thian-4-yl)-3-methyl-imidazo[1,2-a]pyridine-2-carboxamide FC(COC=1C(=NC=C(C1)F)OC=1C=CC=2N(C1)C(=C(N2)C(=O)NC2CC(S(CC2)(=O)=O)(C)C)C)F